CN1CCN(CC1)[C@@H]1CC[C@H](CC1)NC1=NN2C(C=N1)=C(C=C2)C=2C=C1N=CC=NC1=CC2 N-(trans-4-(4-methylpiperazin-1-yl)cyclohexyl)-5-(quinoxalin-6-yl)pyrrolo[2,1-f][1,2,4]triazin-2-amine